BrC1=CC2=C(CN(CCS2)C(=O)OC(C)(C)C)C=C1 tert-butyl 8-bromo-3,5-dihydro-2H-1,4-benzothiazepine-4-carboxylate